N1C(=NC2=NC=CC=C21)O 1H-imidazo[4,5-b]pyridin-2-ol